CC12CC3(CC(CC(C1)(C3)C)C2)CC(=O)[O-] (3,5-dimethyl-1-adamantyl)acetate